OC1CCC(CC1)C=1NC(C2=C(N1)C(=NC(=C2)C2=CC=C(C=C2)C(F)(F)F)C=2C=NN(C2)C)=O ((1r,4r)-4-hydroxycyclohexyl)-8-(1-methyl-1H-pyrazol-4-yl)-6-(4-(trifluoromethyl)phenyl)pyrido[3,4-d]pyrimidin-4(3H)-one